C(=O)C=1C=C(C=CC1C)C1(CCC(CC1)N1C(C2=CC=CC(=C2C1)C)=O)C(=O)N (3-Formyl-4-methylphenyl)-4-(4-methyl-1-oxoisoindolin-2-yl)cyclohexane-1-carboxamide